N-(1-(1H-indol-6-yl)-1H-imidazol-4-yl)-2-chloropyrrolo[2,1-f][1,2,4]triazin-4-amine N1C=CC2=CC=C(C=C12)N1C=NC(=C1)NC1=NC(=NN2C1=CC=C2)Cl